3-[(2-methylpyridin-4-yl)sulfanyl]isonicotinonitrile CC1=NC=CC(=C1)SC1=C(C#N)C=CN=C1